ClC=1C=C(C=CC1Cl)C(=O)N1C(C=2N(CC1)C(=NN2)C2=NC(=NS2)C)C (3,4-dichlorophenyl)(8-methyl-3-(3-methyl-1,2,4-thiadiazol-5-yl)-5,6-dihydro-[1,2,4]triazolo[4,3-a]pyrazin-7(8H)-yl)methanone